FC(C(=O)N[C@H]1[C@@H](NC(C1)=O)C1=CC=CC=C1)(C)F 2,2-difluoro-N-(trans-5-oxo-2-phenylpyrrolidin-3-yl)propanamide